ClC1=C(CNCC#C)C=CC=C1 (2-chlorobenzyl)(propargyl)amine